N-(2,6-dioxopiperidin-3-yl)-1H-1,3-benzodiazole-7-carboxamide O=C1NC(CCC1NC(=O)C1=CC=CC2=C1NC=N2)=O